3-[[3-[1-[(Z)-non-3-enyl]pentadecoxy]-3-oxo-propyl]disulfanyl]propanoic acid C(C\C=C/CCCCC)C(CCCCCCCCCCCCCC)OC(CCSSCCC(=O)O)=O